Tert-Butyl (2R,3S)-2-methyl-3-(pyridin-3-yl)azetidine-1-carboxylate C[C@H]1N(C[C@@H]1C=1C=NC=CC1)C(=O)OC(C)(C)C